(E)-pent-3-en-1-yne-1,3-diyldibenzene C(#C\C(=C\C)\C1=CC=CC=C1)C1=CC=CC=C1